bis(2-butyloctyl) 10-[(1-methyl-3-piperidyl)methylamino]nonadecanedioate CN1CC(CCC1)CNC(CCCCCCCCC(=O)OCC(CCCCCC)CCCC)CCCCCCCCC(=O)OCC(CCCCCC)CCCC